ClC1=C2C(=NC(=N1)Cl)N(N=C2C)C2CC2 4,6-dichloro-1-cyclopropyl-3-methyl-1H-pyrazolo[3,4-d]pyrimidine